COC(OC)C1=CC(=CC=C1O)C dimethoxymethyl-p-cresol